C1(CC1)CN1[C@H]2[C@@]3(CC[C@@H]([C@H]4[C@@]3(C=3C(=C(C=CC3C2)O)O4)CC1)NC(CCCC1=CNC4=CC=CC=C14)=O)O 17-Cyclopropylmethyl-3,14β-dihydroxy-4,5α-epoxy-6α-[4-(indol-3-yl)butanamido]morphinan